6-(pyridin-2-yl)-3-oxaspiro[bicyclo[3.1.0]hexane-2,1'-cyclopentane]-6-carbonitrile N1=C(C=CC=C1)C1(C2COC3(CCCC3)C12)C#N